5-Bromo-3-((4-fluorophenyl)ethynyl)pyridin-2-amine BrC=1C=C(C(=NC1)N)C#CC1=CC=C(C=C1)F